4-amino-7,7-diethyl-5,7-dihydro-6H-pyrrolo[3,2-d]pyrimidin-6-one NC=1C2=C(N=CN1)C(C(N2)=O)(CC)CC